6-methoxy-2-(2-methylthiazol-5-yl)-N-(piperazin-1-ylmethyl)-7-(3-(pyrrolidin-1-yl)propoxy)quinazolin-4-amine COC=1C=C2C(=NC(=NC2=CC1OCCCN1CCCC1)C1=CN=C(S1)C)NCN1CCNCC1